FC=1C=CC(=C(C1)CC(=O)OC)C methyl 2-(5-fluoro-2-methylphenyl)acetate